(S)-3-methoxy-2-Methyl-2-((5-nitro-1-(phenylsulfonyl)-1H-pyrrolo[2,3-b]pyridin-4-yl)amino)propanoate COC[C@@](C(=O)[O-])(NC1=C2C(=NC=C1[N+](=O)[O-])N(C=C2)S(=O)(=O)C2=CC=CC=C2)C